NN1C(=NC(=C1C(=O)N)C1=CC=C(C=C1)C(NC1=NC=CC=C1)=O)[C@H]1N(CCC1)C(C(=CC1CC1)C#N)=O (S)-1-amino-2-(1-(2-cyano-3-cyclopropylacryloyl)pyrrolidin-2-yl)-4-(4-(pyridin-2-ylcarbamoyl)phenyl)-1H-imidazole-5-carboxamide